1-(4-((tert-butoxycarbonyl)(3-chloro-4-(trifluoromethoxy)benzyl)amino)butoxy)propan C(C)(C)(C)OC(=O)N(CCCCOCCC)CC1=CC(=C(C=C1)OC(F)(F)F)Cl